CC1=C(C=CC(=C1)C(F)(F)F)O methyl-4-(trifluoromethyl)phenol